ethyl (3S)-3-{4,5-difluoro-2',6'-dimethyl-[1,1'-biphenyl]-3-yl}-3-{[(1R,2S,5S)-6,6-dimethyl-3-(2-methyl-1,3-oxazole-4-carbonyl)-3-azabicyclo[3.1.0]hexan-2-yl]formamido}propanoate FC1=C(C=C(C=C1F)C1=C(C=CC=C1C)C)[C@H](CC(=O)OCC)NC(=O)[C@@H]1[C@H]2C([C@H]2CN1C(=O)C=1N=C(OC1)C)(C)C